C(C)(=O)C=1C=C(C(=NC1)OCCC)C=1NC(C=2C(N1)=C(N(N2)C2CN(C2)C(C)C)CC)=O 5-(5-acetyl-2-propoxy-3-pyridyl)-3-ethyl-2-(1-isopropyl-3-azetidinyl)-2,6-dihydro-7H-pyrazolo[4,3-d]pyrimidin-7-one